2-((4-chloro-2-fluorobenzyl)oxy)-3-cyclopropyl-5,6,7,8-tetrahydro-1,7-naphthyridine TFA Salt OC(=O)C(F)(F)F.ClC1=CC(=C(COC2=NC=3CNCCC3C=C2C2CC2)C=C1)F